C1(CC1)/C=C/C=1C=C(N=NC1C)C=1C(NC(NC1)=O)=O (E)-5-(5-(2-cyclopropylvinyl)-6-methylpyridazin-3-yl)pyrimidine-2,4(1H,3H)-dione